C1(=CC=CC=C1)N1C(N(C=C1)C1=CC=CC=C1)(C1=CC=CC=C1)C1=C(C=CC=C1)O.C1(=CC=CC=C1)N1C(N(C=C1)C1=CC=CC=C1)(C1=CC=CC=C1)C1=C(C=CC=C1)O.C1(=CC=CC=C1)N1C(N(C=C1)C1=CC=CC=C1)(C1=CC=CC=C1)C1=C(C=CC=C1)O.[Al+3] aluminum(III) tris[(triphenylimidazolyl)phenol]